N-(1-(5-chloro-2-((5-(2-oxopyrrolidin-1-yl)pyridin-3-yl)amino)pyrimidin-4-yl)piperidin-3-yl)pentanamide ClC=1C(=NC(=NC1)NC=1C=NC=C(C1)N1C(CCC1)=O)N1CC(CCC1)NC(CCCC)=O